2-[ETHYL(4-FORMYL-2-METHYLPHENYL)AMINO]-N-METHYLACETAMIDE C(C)N(CC(=O)NC)C1=C(C=C(C=C1)C=O)C